8-((3S,4S)-4-(3,4-dihydroisoquinolin-2(1H)-yl)-3-hydroxypiperidine-1-carbonyl)-4-ethyl-1,2,3,4-tetrahydro-5H-benzo[e][1,4]diazepin-5-one C1N(CCC2=CC=CC=C12)[C@@H]1[C@H](CN(CC1)C(=O)C=1C=CC2=C(NCCN(C2=O)CC)C1)O